2-(1-((trans)-1-cyclobutyl-3-fluoropiperidin-4-yl)-1H-pyrazol-4-yl)-N4-methyl-5-(trifluoromethyl)pyrimidine-2,4-diamine C1(CCC1)N1C[C@H]([C@@H](CC1)N1N=CC(=C1)C1(NC=C(C(=N1)NC)C(F)(F)F)N)F